(S)-1-(4-bromophenyl)-2-acetamido-propane BrC1=CC=C(C=C1)C[C@H](C)NC(C)=O